1-(5-bromo-2-((tetrahydro-2H-pyran-4-yl)methoxy)phenyl)-N,N-dimethylmethanamine BrC=1C=CC(=C(C1)CN(C)C)OCC1CCOCC1